ClC1=CC=C(COC2=NN=C(S2)NC(C2=C(N=C(C=C2)C#CC(C)(C)O)N2CCOCC2)=O)C=C1 N-(5-((4-chlorobenzyl)oxy)-1,3,4-thiadiazol-2-yl)-6-(3-hydroxy-3-methylbut-1-yn-1-yl)-2-morpholinonicotinamide